5-cyclopropyl-N-(3-(pyrimidin-5-yl)phenyl)pyrazolo[1,5-a]pyrimidine-3-carboxamide C1(CC1)C1=NC=2N(C=C1)N=CC2C(=O)NC2=CC(=CC=C2)C=2C=NC=NC2